C(=O)(O)C1CCN(CC1)C1=CC=C(S1)C1=C(CC(C1=O)=O)[O-] 2-(5-(4-carboxypiperidin-1-yl)thiophen-2-yl)-3,4-dioxocyclopent-1-en-1-olate